N1(CCOCC1)C(=O)C1=CC=C(C2=C1OCCO2)NC2=CC=C1C(=N2)NC=C1C#N 6-((8-(morpholine-4-carbonyl)-2,3-dihydrobenzo[b][1,4]dioxin-5-yl)amino)-1H-pyrrolo[2,3-b]pyridine-3-carbonitrile